3-methyl 3-(2-(((S)-2-(benzyloxy)-1-cyclopentyl-2-oxoethyl)amino)ethyl)pyrrolidine-1,3-dicarboxylate C(C1=CC=CC=C1)OC([C@H](C1CCCC1)NCCC1(CN(CC1)C(=O)[O-])C(=O)OC)=O